C1(CCCCCCCCCCC1)NCC(=O)O N-cyclododecylglycine